2-Oxa-7-azaspiro[3.5]nonan-7-yl-[5-[3-(piperidine-1-carbonyl)pyrazolo[1,5-a]pyridin-7-yl]-3-pyridyl]methanone C1OCC12CCN(CC2)C(=O)C=2C=NC=C(C2)C2=CC=CC=1N2N=CC1C(=O)N1CCCCC1